NC1(C(C=C(C=C1)C1=CC=CC=C1)(S)S)N 4,4-diamino-[1,1-biphenyl]-3,3-dithiol